2-(5-chloro-3-cyano-1H-indazol-1-yl)acetic acid ClC=1C=C2C(=NN(C2=CC1)CC(=O)O)C#N